[OH-].[Na+].[Au+3].[OH-].[OH-].[OH-] gold-sodium hydroxide